C12CN(CC(CC1)N2)C=2C1=C(N=C(N2)OC[C@H]2N(CCC2)C)CN(CC1)C=1C=C(N)C=C(C1Cl)Cl 3-(4-(3,8-diazabicyclo[3.2.1]octan-3-yl)-2-(((S)-1-methylpyrrolidin-2-yl)methoxy)-5,8-dihydropyrido[3,4-d]pyrimidin-7(6H)-yl)-4,5-dichloroaniline